3-((1S,4S)-2,5-diazabicyclo[2.2.1]heptan-2-yl)azetidine-1-carboxylic acid benzyl ester C(C1=CC=CC=C1)OC(=O)N1CC(C1)N1[C@@H]2CN[C@H](C1)C2